5-[7-[[5-(3-cyclopropyl-3-hydroxy-azetidine-1-carbonyl)-2-pyridinyl]amino]-3-methyl-imidazo[4,5-b]pyridin-5-yl]oxy-4-methyl-pyridine-2-carbonitrile C1(CC1)C1(CN(C1)C(=O)C=1C=CC(=NC1)NC1=C2C(=NC(=C1)OC=1C(=CC(=NC1)C#N)C)N(C=N2)C)O